C=1NN=C2C(=NC=3CCC=CC3C21)N 2H,6H,7H-pyrazolo[3,4-c]Quinolin-4-amine